(S)-tert-Butyl 4'-((5-((1-(4-bromophenyl)ethyl)carbamoyl)-2-methyl-1H-indol-1-yl)methyl)-[1,1'-biphenyl]-2-carboxylate BrC1=CC=C(C=C1)[C@H](C)NC(=O)C=1C=C2C=C(N(C2=CC1)CC1=CC=C(C=C1)C=1C(=CC=CC1)C(=O)OC(C)(C)C)C